B(OC1=CC=C(C=C1)CN)([O-])[O-] (4-(aminomethyl) phenyl) borate